ClC1=C(COC2CC3C(CN(C3)C(=O)N3N=C(C=C3)C(=O)O)C2)C=CC=C1 1-(trans-5-((2-chlorobenzyl)oxy)octahydrocyclopenta[c]pyrrole-2-carbonyl)-1H-pyrazole-3-carboxylic acid